2-dimethylaminoethano-1,2-diethylaminoethanol CN(C1(C(CC1)(O)NCC)NCC)C